ClC=1C=CC2=C(C(N(CO2)[C@@H]2C[C@@H](CCC2)N2C(=NC=3C=NC(=CC32)C3=NNC=N3)C3=C(C(=O)N)C=CC=C3)=O)C1 2-(1-((1R,3S)-3-(6-chloro-4-oxo-2H-benzo[e][1,3]oxazin-3(4H)-yl)cyclohexyl)-6-(1H-1,2,4-triazol-3-yl)-1H-imidazo[4,5-c]pyridin-2-yl)benzamide